NC1=C(C=C(C=N1)C#CC=1C=C(C(=O)NC2=CC(=CC(=C2)C(F)(F)F)N2C=NC(=C2)C)C=CC1C)Cl 3-((6-amino-5-chloropyridin-3-yl)ethynyl)-4-methyl-N-(3-(4-methyl-1H-imidazol-1-yl)-5-(trifluoromethyl)phenyl)benzamide